di-methyl maleate C(\C=C/C(=O)OC)(=O)OC